P(=O)(OC\C=C(\C)/CCC=C(C)C)([O-])[O-] neryl phosphate